OCC=1N(C=CN1)C=1CN2C(N(C(C1)C2)OS(=O)(=O)[O-])=O [3-[2-(hydroxymethyl)imidazol-1-yl]-7-oxo-1,6-diazabicyclo[3.2.1]oct-3-en-6-yl]-sulfat